COC1=CC=C(C2=CC=CC=C12)C(C[S+](C)C)=O (2-(4-methoxynaphthalen-1-yl)-2-oxoethyl)dimethylsulfonium